S(=O)(=O)([O-])[O-].[Ce+3].[NH4+].S(=O)(=O)([O-])[O-] ammonium cerous sulphate